Deoxynonulosonate C1C(C(C(OC1(C(=O)O)O)C(C(CO)O)O)O)O